C1(CC1)C=1N=NN(C1)[C@@H](C(=O)N1[C@H](C[C@@H](C1)O)C(=O)NC1COC(C1)C)C(C)(C)C (2R,4S)-1-[(2R)-2-(4-cyclopropyltriazol-1-yl)-3,3-dimethyl-butanoyl]-4-hydroxy-N-(5-methyltetrahydrofuran-3-yl)pyrrolidine-2-carboxamide